CC1=CN=C2N1C=C(C=N2)C=2C=CN1N=C(N=CC12)N[C@@H]1C[C@@H](C1)N1CCN(CC1)C 5-(3-methylimidazo[1,2-a]pyrimidin-6-yl)-N-(cis-3-(4-methylpiperazin-1-yl)cyclobutyl)pyrrolo[2,1-f][1,2,4]triazin-2-amine